2-(oxetan-3-ylsulfonyl)pyridine-3-carboxylic acid O1CC(C1)S(=O)(=O)C1=NC=CC=C1C(=O)O